2-(3,4-dihydroxyphenyl)-5,7-dihydroxy-4-chromanone OC=1C=C(C=CC1O)C1OC2=CC(=CC(=C2C(C1)=O)O)O